NC=1C(=NC(=CN1)C=1C=NN(C1)C1CCN(CC1)CCCCCCNC(=O)OC(C)(C)C)C(=O)O[C@@H](C(=O)NC1=CC=C(C=C1)F)C1=CC=CC=C1 (R)-2-((4-fluorophenyl)amino)-2-oxo-1-phenylethyl 3-amino-6-(1-(1-(6-((tert-butoxycarbonyl)amino)hexyl)piperidin-4-yl)-1H-pyrazol-4-yl)pyrazine-2-carboxylate